C1=NN=C2N1C1=C(CC3(C2)OCCO3)C=CC=C1 4'H,6'H-spiro[1,3-dioxolane-2,5'-[1,2,4]triazolo[4,3-a][1]benzazepine]